NCC(=O)N1C(C=2N(CC1)C(=C(N2)C2=C(C(=C(C(=C2)F)F)Cl)F)NC2=CC=C(C=C2)F)(C)C 2-amino-1-(2-(3-chloro-2,4,5-trifluorophenyl)-3-((4-fluorophenyl)amino)-8,8-dimethyl-5,6-dihydroimidazo[1,2-a]pyrazin-7(8H)-yl)ethan-1-one